1,3-OCTADECANEDIOL C(CC(CCCCCCCCCCCCCCC)O)O